C(C)[C@]1(C(OCC=2C(N3CC=4C(=NC=5C=CC(=CC5C4CC)OCC(=O)N/N=C(\C(C)C)/C4=CC=C(C=C4)O)C3=CC21)=O)=O)O (S,E)-2-((4,11-diethyl-4-hydroxy-3,14-dioxo-3,4,12,14-tetrahydro-1H-pyrano[3',4':6,7]indolizino[1,2-b]quinolin-9-yl)oxy)-N'-(1-(4-hydroxyphenyl)-2-methylpropylidene)acetohydrazide